N,N'-bis(4-vinylphenyl)-[1,1'-biphenyl]-4,4'-diamine C(=C)C1=CC=C(C=C1)NC1=CC=C(C=C1)C1=CC=C(C=C1)NC1=CC=C(C=C1)C=C